6-acetylamino-toluene-3-sulfinic acid C(C)(=O)NC1=CC=C(C=C1C)S(=O)O